3-phenethyl-3-(tetrahydro-furan-2-yl)-1-(2-(thiophen-2-yl)benzyl)pyrrolidine C(CC1=CC=CC=C1)C1(CN(CC1)CC1=C(C=CC=C1)C=1SC=CC1)C1OCCC1